N-[4-({5-methoxy-[1,2,4]triazolo[1,5-a]pyridin-7-yl}oxy)-3-methylphenyl]acetamide COC1=CC(=CC=2N1N=CN2)OC2=C(C=C(C=C2)NC(C)=O)C